BrC1=CC=C(C=C1)C(C[2H])[2H] 2-(4-bromophenyl)ethane-1,2-d